[1-[(5-bromo-4-fluoro-2-pyridinyl)carbamoyl]-2,2-dicyclohexyl-ethyl]-2-ethyl-pyrazole-3-carboxamide BrC=1C(=CC(=NC1)NC(=O)C(C(C1CCCCC1)C1CCCCC1)C1=C(N(N=C1)CC)C(=O)N)F